N,N-dimethyl-5-(1,2,5,6-tetrahydropyridin-3-yl)benzofuran-2-carboxamide CN(C(=O)C=1OC2=C(C1)C=C(C=C2)C=2CNCCC2)C